C[C@]1(C([C@H]1C1=CC(=C(C=C1)Cl)Cl)(Cl)Cl)C(=O)OC(COC1OC2(CC1)CCC(CC2)(C)C)COC2OC1(CC2)CCC(CC1)(C)C |r| 1,3-Bis((8,8-dimethyl-1-oxaspiro[4.5]dec-2-yl)oxy)propan-2-ol trans-rac-Methyl-2,2-dichloro-3-(3,4-dichlorophenyl)cyclopropane-1-carboxylate